[F-].[Eu+3].[F-].[F-] Europium(III) fluoride